di-(4-heptyl)phenyl-phosphine CCCC(CCC)P(C1=CC=CC=C1)C(CCC)CCC